(S)-4-((2-fluoropyridin-3-yl)methyl)-N-(5-methyl-7-(oxetan-3-ylethynyl)-4-oxo-2,3,4,5-tetrahydrobenzo[b][1,4]oxazepin-3-yl)picolinamide FC1=NC=CC=C1CC1=CC(=NC=C1)C(=O)N[C@@H]1C(N(C2=C(OC1)C=CC(=C2)C#CC2COC2)C)=O